N[C@H]1CN(C[C@@H](C1)F)C(=O)C1=CC2=C(N(C(=N2)C2=CC=3C(=NC(=CC3)C3=CC(=C(C(=O)N)C=C3F)F)N2CC2CC2)C)C(=C1)OC 4-(2-{5-[(3R,5R)-3-amino-5-fluoropiperidine-1-carbonyl]-7-methoxy-1-methyl-1H-1,3-benzodiazol-2-yl}-1-(cyclopropylmethyl)-1H-pyrrolo[2,3-b]pyridin-6-yl)-2,5-difluorobenzamide